5,12-bis(1,1'-biphenyl-4-yl)-6,11-diphenyl-tetracene C1(=CC=C(C=C1)C1=C2C=CC=CC2=C(C2=C(C3=CC=CC=C3C(=C12)C1=CC=CC=C1)C1=CC=CC=C1)C1=CC=C(C=C1)C1=CC=CC=C1)C1=CC=CC=C1